5-nitro-1H-pyridin-2-one [N+](=O)([O-])C=1C=CC(NC1)=O